O1CO[C@@H]([C@H]1CC(C(=O)O)CC(=O)N=[N+]=[N-])CC(C(=O)O)CC(N=[N+]=[N-])=O ((4R,5R)-1,3-dioxolan-4,5-diyl)bis(methylene)bis(4-azido-4-oxobutanoic acid)